ClC=1C=CC(=C(C1)O)C1=C2C(=C(N=N1)N[C@@H]1[C@H](CCC1)O)C=NC=C2 5-chloro-2-(4-{[(1S,2S)-2-hydroxycyclopentyl]amino}pyrido[3,4-d]pyridazin-1-yl)phenol